O=C1C(=CC=2C(=NC=CN2)N1CC=1C(=NC=CC1)C(F)(F)F)C1CCN(CC1)C(=O)OC(C)(C)C tert-butyl 4-(6-oxo-5-((2-(trifluoromethyl)pyridin-3-yl)methyl)-5,6-dihydropyrido[2,3-b]pyrazin-7-yl)piperidine-1-carboxylate